C(C)(C)(C)C=1C(=C(C=C(C1)C(C)(C)C)\C(=C/C=C/C(=C/C(=O)O)/C)\C)OCC(F)F (2E,4E,6Z)-7-(3,5-di-tert-butyl-2-(2,2-difluoroethoxy)phenyl)-3-methylocta-2,4,6-trienoic acid